FC(C=1C(=C(C=CC1)[C@@H](C)NC=1C2=C(N=C(N1)C)NC(C(=C2)C2(CCC(CC2)C(=O)N(C)C)O)=O)F)F (1R,4r)-4-(4-(((R)-1-(3-(difluoromethyl)-2-fluorophenyl)ethyl)amino)-2-methyl-7-oxo-7,8-dihydropyrido[2,3-d]pyrimidin-6-yl)-4-hydroxy-N,N-dimethylcyclohexanecarboxamide